1-(5-(azetidin-3-yl)-2,3-dihydro-1H-inden-1-yl)piperidine-4-carboxylic acid methyl ester COC(=O)C1CCN(CC1)C1CCC2=CC(=CC=C12)C1CNC1